C(#N)C=1C=C(C=CC1F)NC(N(C)C1C=2C3=C(C(NC2CN(C1)C)=O)C=C(C(=C3)F)F)=O 3-(3-cyano-4-fluorophenyl)-1-(8,9-difluoro-3-methyl-6-oxo-1,2,3,4,5,6-hexahydrobenzo[c][1,7]naphthyridin-1-yl)-1-methylurea